ethyl-aluminum diacetoacetate C(CC(=O)C)(=O)[O-].C(CC(=O)C)(=O)[O-].C(C)[Al+2]